tert-butyl (S)-2-(hydroxymethyl)-4-methylenepyrrolidine-1-carboxylate OC[C@H]1N(CC(C1)=C)C(=O)OC(C)(C)C